2-(aminomethyl)-5-(4-(aminomethyl)piperazin-1-yl)-2,3-dihydro-1,4-benzodioxine NCC1COC2=C(O1)C=CC=C2N2CCN(CC2)CN